[N+](=O)([O-])C1=CC=C(C=C1)S(=O)(=O)ON1CN=C2C=C3C(=CC2=C1)C=CC=C3 (1,3)-benzonaphthyridine-3-yl 4-nitrobenzenesulfonate